N-(2-((tert-butyldimethylsilyl)oxy)ethyl)-6-chloro-N-((6-cyclopropylimidazo[1,2-a]pyridin-2-yl)methyl)pyrimidin-4-amine [Si](C)(C)(C(C)(C)C)OCCN(C1=NC=NC(=C1)Cl)CC=1N=C2N(C=C(C=C2)C2CC2)C1